tert-butyl-4-[4-(2,6-dibenzyloxy-3-pyridyl)phenyl]-3,6-dihydro-2H-pyridine-1-carboxylate C(C)(C)(C)OC(=O)N1CCC(=CC1)C1=CC=C(C=C1)C=1C(=NC(=CC1)OCC1=CC=CC=C1)OCC1=CC=CC=C1